8-chloro-N-(4-(4-chlorophenoxy)phenyl)quinolin-2-amine ClC=1C=CC=C2C=CC(=NC12)NC1=CC=C(C=C1)OC1=CC=C(C=C1)Cl